BrC1=CC=C2C(N(C=NC2=C1F)C1CCN(CC1)C(=O)OC(C)(C)C)=O tert-butyl 4-(7-bromo-8-fluoro-4-oxoquinazolin-3(4H)-yl)piperidine-1-carboxylate